C(C([2H])([2H])[2H])[C@H]1C[C@H](N(CC1)C(=O)N[C@@H](C)\C=C\S(=O)(=O)C)C1=CC=CC=C1 (2S,4R)-4-(ethyl-2,2,2-d3)-N-((S,E)-4-(methylsulfonyl)but-3-en-2-yl)-2-phenylpiperidine-1-carboxamide